7-((3aR,4R,5aR,8aR)-2,2-dimethyl-6-methylenehexahydrocyclopenta[2,3]furo[3,4-d][1,3]dioxol-4-yl)-4-methyl-7H-pyrrolo[2,3-d]pyrimidine CC1(O[C@@H]2[C@]3(O1)[C@H](O[C@H]2N2C=CC1=C2N=CN=C1C)C(CC3)=C)C